C1(=CC=CC=C1)[B-](C1=CC=CC=C1)(C1=CC=CC=C1)C1=CC=CC=C1.C12CCCC=C2CCC1 bicyclo[4.3.0]-5-nonene tetraphenylborate